C(C)OC(C1CO1)(CC)OC(C1CO1)(OCC)CC ethoxy-ethylglycidylether